dimethylanilinebenzoyl peroxide CC1=C(N(C2=CC=CC=C2C(=O)OOC(C2=CC=CC=C2N(C2=C(C=CC=C2)C)C)=O)C)C=CC=C1